(R or S)-(7-{[5-amino-6-fluoro-7-(8-methyl-2,3-dihydro-1H-pyrido[2,3-b][1,4]oxazin-7-yl)quinazolin-2-yl]amino}-6-methoxy-2-methyl-1,2,3,4-tetrahydroisoquinolin-1-yl)methanol NC1=C2C=NC(=NC2=CC(=C1F)C1=C(C2=C(OCCN2)N=C1)C)NC1=C(C=C2CCN([C@H](C2=C1)CO)C)OC |o1:31|